N-(5-Chloro-1H-pyrrolo[3,2-b]pyridin-3-yl)-1,6-dimethyl-1H-benzo[d]imidazol-2-amine ClC1=CC=C2C(=N1)C(=CN2)NC2=NC1=C(N2C)C=C(C=C1)C